N1C=NC=C1C[C@@H](C(NC(CC1=CC=CC=C1)C)=O)NC(=O)[C@H]1NC(CC1)=O (2S)-N-[(2S)-3-(1H-Imidazol-5-yl)-1-oxo-1-(1-phenylpropan-2-ylamino)propan-2-yl]-5-oxopyrrolidine-2-carboxamide